COC=1C=C(C=C(C1)OC)N(C(=O)C=1N=C(SC1C)C#C)C1C(N(CC1)CC1=CC=C(C=C1)F)=O N-(3,5-Dimethoxyphenyl)-2-ethynyl-N-(1-(4-fluorobenzyl)-2-oxopyrrolidin-3-yl)-5-methylthiazole-4-carboxamide